pentamethylcyclopentadienyl(1-isobutyl-benz[f]indenyl)hafnium CC1=C(C(=C(C1([Hf]C=1CC=2C=C3C(=CC2C1CC(C)C)C=CC=C3)C)C)C)C